N-((R)-1-(3-(difluoromethyl)-2-fluorophenyl)ethyl)-3-((S)-3-methoxypiperidin-1-yl)-8-Methylpyrido[2,3-d]pyridazin-5-amine FC(C=1C(=C(C=CC1)[C@@H](C)NC1=C2C(=C(N=N1)C)N=CC(=C2)N2C[C@H](CCC2)OC)F)F